tert-butyl N-(2-chloro-4,5,6,7-tetrahydrobenzothiophen-5-yl)carbamate ClC=1SC2=C(C1)CC(CC2)NC(OC(C)(C)C)=O